CN1N=C(C=C1C1=CC=2NC=3C(=CC(=CC3C2C=N1)C(=O)N)OC)C 3-(1,3-dimethyl-1H-pyrazol-5-yl)-6-methoxy-5H-pyrido[4,3-b]indol-8-amide